4-((3-amino-5-((3S,4S)-4-amino-3-methyl-2-oxa-8-azaspiro[4.5]decan-8-yl)pyrazin-2-yl)thio)-8-(2-methoxyethyl)-6,6a,7,8-tetrahydro-9H-imidazo[1,5-d]pyrido[3,2-b][1,4]oxazin-9-one NC=1C(=NC=C(N1)N1CCC2([C@@H]([C@@H](OC2)C)N)CC1)SC1=CC=NC2=C1OCC1N2C(N(C1)CCOC)=O